1-(3-(3-hydroxypyrrolidin-1-yl)propyl)-3-(4-(2-(4-methoxyphenyl)propan-2-yl)thiazol-2-yl)urea OC1CN(CC1)CCCNC(=O)NC=1SC=C(N1)C(C)(C)C1=CC=C(C=C1)OC